C1(=CC=CC2=CC=CC=C12)C1=CC=C(NC2=CC=C(C=C2)C2=CC=CC3=CC=CC=C23)C=C1 4-(naphthalene-1-yl)-N-[4-(naphthalene-1-yl)phenyl]aniline